C[C@@H]1N(C2=CC=CC=C2[C@@H](C1)NC1=CC=C(C=C1)NC(NCCNC(OC(C)(C)C)=O)=O)C(CC)=O |o1:1,9| tert-butyl (2-(3-(4-(((2S*,4R*)-2-methyl-1-propionyl-1,2,3,4-tetrahydroquinolin-4-yl)amino)phenyl)ureido)ethyl)carbamate